[Si](C)(C)(C(C)(C)C)OCC=1C(=NC=CC1)N(C(OCCl)=O)C chloromethyl (3-(((tert-butyldimethylsilyl)oxy)methyl) pyridin-2-yl)(methyl)carbamate